C1(CC1)N(C(=O)C=1C=NN2C1CN(CC2)C(=O)C=2NC1=CC=CC=C1C2)CCOC(F)F N-cyclopropyl-N-[2-(difluoromethoxy)ethyl]-5-(1H-indole-2-carbonyl)-4H,5H,6H,7H-pyrazolo[1,5-a]pyrazine-3-carboxamide